methyl 3-methyl-1-(tetrahydro-2H-pyran-2-yl)-4-(((trifluoromethyl) sulfonyl) oxy)-1H-pyrazolo[4,3-c]quinoline-8-carboxylate CC1=NN(C2=C1C(=NC=1C=CC(=CC21)C(=O)OC)OS(=O)(=O)C(F)(F)F)C2OCCCC2